C1(=CC=CC=C1)P(C1=CC=C(C=C1)Cl)=O phenyl-(4-chlorophenyl)phosphine oxide